6-(7-isopropyl-2-(piperidin-4-yl)-5H-pyrrolo[2,3-b]pyrazin-6-yl)-8-methoxy-[1,2,4]triazolo[1,5-a]pyridine C(C)(C)C1=C(NC2=NC=C(N=C21)C2CCNCC2)C=2C=C(C=1N(C2)N=CN1)OC